5-((3-aminoazetidin-1-yl)methyl)-6-chloro-N-(4-(4-morpholino-7H-pyrrolo[2,3-d]pyrimidin-6-yl)phenyl)picolinamide NC1CN(C1)CC=1C=CC(=NC1Cl)C(=O)NC1=CC=C(C=C1)C1=CC2=C(N=CN=C2N2CCOCC2)N1